2'-TBDMS-uridine [Si](C)(C)(C(C)(C)C)[C@@]1([C@@H](O[C@@H]([C@H]1O)CO)N1C(=O)NC(=O)C=C1)O